29-hydroxynonacosyl eicos-11-enoate C(CCCCCCCCCC=CCCCCCCCC)(=O)OCCCCCCCCCCCCCCCCCCCCCCCCCCCCCO